4-Phenyl-2,5-di(propan-2-yl)benzene-1,3-diol C1(=CC=CC=C1)C1=C(C(=C(C=C1C(C)C)O)C(C)C)O